C1OC(=O)O[C@@H]1C1=CC=CC=C1 R-styrene carbonate